COC(C1=C(C=C(C=C1)OC)C1=NN(C=N1)C(C)C)=O (1-isopropyl-1H-1,2,4-triazol-3-yl)-4-methoxybenzoic acid methyl ester